(R)-N-methyl-1-(4-(perfluoroethyl)phenyl)ethan-1-amine CN[C@H](C)C1=CC=C(C=C1)C(C(F)(F)F)(F)F